CCCCCCCCCCCCCCCC/C=C\\OC[C@H](COP(=O)([O-])[O-])O The molecule is a 1-(Z)-alk-1-enyl-sn-glycero-3-phosphate(2-) obtained by deprotonation of the phosphate OH groups of any 1-(1Z-octadecenyl)-sn-glycero-3-phosphate; major species at pH 7.3. It is a conjugate base of a 1-(1Z-octadecenyl)-sn-glycero-3-phosphate.